OCC=1C=NN(C1)C=1CN2C(N(C(C1)C2)OS(=O)(=O)[O-])=O.C(C)[NH+](CC)CC triethylammonium [3-[4-(hydroxymethyl)pyrazol-1-yl]-7-oxo-1,6-diazabicyclo[3.2.1]oct-3-en-6-yl]sulfate